BrC=1C(=C(C(=O)O)C=C(C1O)Br)O 3,5-dibromo-2,4-dihydroxybenzoic acid